(2-((2-(diethylamino)ethyl)carbamoyl)quinolin-6-yl)carbamic acid 2,5-dioxopyrrolidin-1-yl ester O=C1N(C(CC1)=O)OC(NC=1C=C2C=CC(=NC2=CC1)C(NCCN(CC)CC)=O)=O